[Cl-].C(C1CO1)[N+](CCCCCC)(C)C Glycidyldimethylhexylammonium chlorid